N1=CN=C(C2=CC=CC=C12)N1CCN(CC1)C=O (4-(quinazolin-4-yl)piperazin-1-yl)methanone